C(C(O)C1=CC=CC=C1)(=O)O.C(CCCCCCCCCCCCC)C(C1=CC=CC=C1)N(C)C tetradecyldimethylbenzyl-amine mandelate